C(C)(C)(C)OC(=O)N1CC2CCC(C1)N2 tert.-Butyl-3,8-diazabicyclo[3.2.1]octan-3-carboxylat